(R)-2-(4,5-dichloro-6-oxopyridazin-1(6H)-yl)-N-(3-((2-(hydroxymethyl)morpholino)sulfonyl)-4-methylphenyl)acetamide ClC=1C=NN(C(C1Cl)=O)CC(=O)NC1=CC(=C(C=C1)C)S(=O)(=O)N1C[C@@H](OCC1)CO